(R)-4,6-dimethyl-2-(pyridin-4-yl)-5,7-dihydro-3-oxa-1-thia-7-azaacenaphthylen-8(4H)-one C[C@H]1OC2=C(SC=3C(NC(=C(C1)C32)C)=O)C3=CC=NC=C3